C(C)C1=C(C(CC1)=O)O 3-ethyl-2-hydroxy-2-cyclopentenone